OB1OCC2=C1C(=C(C=C2)C(=O)N[C@@H](C(C)C)C(=O)OCC2=CC=C(C=C2)F)C(C)C 4-Fluorobenzyl (1-hydroxy-7-isopropyl-1,3-dihydrobenzo[c][1,2]oxaborole-6-carbonyl)-L-valinate